NCCC=1C=C(C=C(C1)CCN)C(C)O 3,5-bis(2-aminoethyl)-1-hydroxyethylbenzene